C(C)(C)(C)C=1NC(=C(N1)C=1C=C2N=CC=NC2=CC1)C1=NC(=CC=C1)C 6-[2-tert-Butyl-5-(6-methylpyridin-2-yl)-1H-imidazol-4-yl]quinoxaline